[2H]C([C@@](C(N1C=CC2=CC(=CC=C12)OC)([2H])[2H])(N(C([2H])([2H])[2H])C([2H])([2H])[2H])[2H])([2H])[2H] (2S)-1,1,1,2,3,3-hexadeuterio-3-(5-methoxyindol-1-yl)-N,N-bis(trideuteriomethyl)propan-2-amine